methyl 3-(9-((4-(((tert-butoxycarbonyl)amino)methyl)-2-methylphenyl)carbamoyl)-4,5-dihydrobenzo[b]thieno[2,3-d]oxepin-8-yl)-6-((1-methylcyclopentyl)carbamoyl)picolinate C(C)(C)(C)OC(=O)NCC1=CC(=C(C=C1)NC(=O)C1=CC2=C(OCCC3=C2SC=C3)C=C1C=1C(=NC(=CC1)C(NC1(CCCC1)C)=O)C(=O)OC)C